1-(6-(4-isopropyl-4H-1,2,4-triazol-3-yl)pyridin-2-yl)-3-(4-methylbenzo[d]thiazol-2-yl)urea C(C)(C)N1C(=NN=C1)C1=CC=CC(=N1)NC(=O)NC=1SC2=C(N1)C(=CC=C2)C